CN1CCN(CC1)C(=O)O[C@@H]1CC[C@H](CC1)C(N(C[C@@H]1CC[C@H](CC1)C1=NC(=C(C=C1)OC)C)C1=NC=CC(=C1)C=1C=NN(C1)C(C)C)=O trans-4-((4-(1-Isopropyl-1H-pyrazol-4-yl)pyridin-2-yl)((trans-4-(5-methoxy-6-methylpyridin-2-yl)cyclohexyl)methyl) carbamoyl)cyclohexyl 4-methylpiperazine-1-carboxylate